6-(Cyclopropanecarboxamido)-4-[2-methoxy-3-[5-(piperazin-1-ylmethyl)-1,2,4-oxadiazol-3-yl]anilineyl]pyridine-3-carboxamide C1(CC1)C(=O)NC1=CC(=C(C=N1)C(=O)N)NC1=C(C(=CC=C1)C1=NOC(=N1)CN1CCNCC1)OC